C(C)(C)(C)OC(NC=1C=NN(C1C(F)(F)F)C1=CN=NC=C1)=O N-[1-(pyridazin-4-yl)-5-(trifluoromethyl)-1H-pyrazol-4-yl]carbamic acid tert-butyl ester